(R)-N-((R)-1-(4-chloro-5-fluoropyridin-2-yl)ethyl)-N-ethyl-2-methylpropane-2-sulfinamide ClC1=CC(=NC=C1F)[C@@H](C)N([S@](=O)C(C)(C)C)CC